1-{[(1-Methylcyclohexyl)carbonyl]oxy}ethyl (3R)-3-{[5-(2-chloro-5-cyanophenyl)-1H-indazol-3-yl]carbamoyl}-piperidine-1-carboxylate ClC1=C(C=C(C=C1)C#N)C=1C=C2C(=NNC2=CC1)NC(=O)[C@H]1CN(CCC1)C(=O)OC(C)OC(=O)C1(CCCCC1)C